(2R,5S,6S)-6-phenoxytetrahydro-4H-pyran-3,4,5-triol O(C1=CC=CC=C1)[C@H]1[C@H](C(C(CO1)O)O)O